(S)-7-acetamido-1,2,3-trimethoxy-N-(trideuterio)methyl-9-oxo-5,6,7,9-tetrahydrobenzo[a]heptalen-10-carboxamide C(C)(=O)N[C@H]1CCC2=C(C3=CC=C(C(C=C13)=O)C(=O)NC([2H])([2H])[2H])C(=C(C(=C2)OC)OC)OC